3,3'-Carbonylbis(7-diethylaminocoumarin) C(=O)(C=1C(OC2=CC(=CC=C2C1)N(CC)CC)=O)C=1C(OC2=CC(=CC=C2C1)N(CC)CC)=O